ClC1=CC=C(C=C1)C1=NN(C[C@H]1C1=CC=CC=C1)\C(\NC1CC(C1)S(N)(=O)=O)=N/S(=O)(=O)C1=CC=C(C=C1)Cl (R,Z)-3-(4-chlorophenyl)-N'-((4-chlorophenyl)sulfonyl)-4-phenyl-N-((1r,3R)-3-sulfamoylcyclobutyl)-4,5-dihydro-1H-pyrazole-1-carboximidamide